1,8-dimethyl-3-oxotetrahydro-3H-oxazolo[3,4-a]pyrazine-7(1H)-carboxylic acid tert-butyl ester C(C)(C)(C)OC(=O)N1C(C2N(CC1)C(OC2C)=O)C